5-(1-((6-chloropyridin-3-yl)methyl)-3-methylpyrrolo[3,4-c]pyrazole-5(1H,4H,6H)-yl)quinoline-8-carbonitrile ClC1=CC=C(C=N1)CN1N=C(C2=C1CN(C2)C2=C1C=CC=NC1=C(C=C2)C#N)C